(2S,4R)-1-[(2R)-2-[3-(4-formyl-1-piperidinyl)isoxazol-5-yl]-3-methyl-butyryl]-4-hydroxy-N-[(1S)-1-[4-(4-methylthiazol-5-yl)phenyl]ethyl]Pyrrolidine-2-carboxamide C(=O)C1CCN(CC1)C1=NOC(=C1)[C@H](C(=O)N1[C@@H](C[C@H](C1)O)C(=O)N[C@@H](C)C1=CC=C(C=C1)C1=C(N=CS1)C)C(C)C